2-[(1-methyl-1H-tetrazol-5-yl)sulfanyl]-5-nitro-N-[4-(tetrahydro-2H-pyran-4-yl)phenyl]benzamide CN1N=NN=C1SC1=C(C(=O)NC2=CC=C(C=C2)C2CCOCC2)C=C(C=C1)[N+](=O)[O-]